C(=C\C)/NC=1C(NC(NC1)=O)=O (1-E-propenylamino)uracil